ClC=1N=CC2=C(N1)C(C=1C=C(C=CC12)C#N)=O 2-chloro-9-oxo-9H-indeno[2,1-d]pyrimidine-7-carbonitrile